5-[4-{[3,3,3-Trifluoro-2(S)-hydroxypropyl]amino}-3-(trifluoromethyl)phenyl]-3,6-dihydro-2H-1,3,4-oxadiazin-2-one FC([C@H](CNC1=C(C=C(C=C1)C1=NNC(OC1)=O)C(F)(F)F)O)(F)F